bis(tri-n-butylphosphine) nickel (II) dichloride [Ni](Cl)Cl.C(CCC)P(CCCC)CCCC.C(CCC)P(CCCC)CCCC